[N+](=O)([O-])C1=CC(=NC=C1)N1CC(C1)C#N 1-(4-nitropyridin-2-yl)azetidine-3-carbonitrile